ClC1=C(C(=C(C=C1)C1=CC=CC=C1)C)CCl chloro-3-(chloromethyl)-2-methyl-1,1'-biphenyl